COC(=O)C=1OC(=CC1)CBr 5-(bromomethyl)furan-2-carboxylic acid methyl ester